(1S,2S,3S,6R)-4-(fluoromethyl)-6-((5-(4-fluorophenoxy)pentyl)amino)cyclohex-4-ene-1,2,3-triol formate C(=O)O.FCC=1[C@@H]([C@@H]([C@H]([C@@H](C1)NCCCCCOC1=CC=C(C=C1)F)O)O)O